3-((3,4-dichlorobenzyl)oxy)cyclobutanol ClC=1C=C(COC2CC(C2)O)C=CC1Cl